C(C1=CC=CC=C1)OC(=O)N1CCN(CC1)C1=CC(=NC=2CN(CCC12)C1=CC=CC2=CC=CC(=C12)C)C(=O)O 4-(4-((benzyloxy)carbonyl)piperazin-1-yl)-7-(8-methylnaphthalen-1-yl)-5,6,7,8-tetrahydro-1,7-naphthyridine-2-carboxylic acid